S1C2=C(C=C1)C(=CC=C2)N2CCN(CC2)CCCCOC2=CC=C1CCC(N(C1=C2)C(CCCNC(C)=O)=O)=O N-(4-(7-(4-(4-(benzo[b]thiophen-4-yl)piperazin-1-yl)butoxy)-2-oxo-3,4-dihydroquinolin-1(2H)-yl)-4-oxobutyl)acetamide